(3R,5'S)-1'-((S)-4-methyl-2-((S)-1-methyl-3-oxoisoindolin-2-yl)pentanoyl)-2-oxospiro[indoline-3,3'-pyrrolidine]-5'-carbonitrile CC(C[C@@H](C(=O)N1C[C@]2(C[C@H]1C#N)C(NC1=CC=CC=C12)=O)N1[C@H](C2=CC=CC=C2C1=O)C)C